F[C@]1(CC(CCC1=O)C(=O)OC(C)(C)C)C tert-butyl (3S)-3-fluoro-3-methyl-4-oxocyclohexane-1-carboxylate